BrC=1C(=NN2C1COC(C2)(C)C)C=2N=CN(C2)C 3-bromo-6,6-dimethyl-2-(1-methyl-1H-imidazol-4-yl)-6,7-dihydro-4H-pyrazolo[5,1-c][1,4]oxazine